6-methyl-N-(5-(tetrahydrofuran-2-carbonyl)-5,6-dihydro-4H-pyrrolo[3,4-d]thiazol-2-yl)nicotinamide CC1=NC=C(C(=O)NC=2SC3=C(N2)CN(C3)C(=O)C3OCCC3)C=C1